4-((5-((3S,4S)-4-amino-3-methyl-2-oxa-8-azaspiro[4.5]decan-8-yl)pyrazin-2-yl)thio)-3-chloro-N-(phenylsulfonyl)picolinamide N[C@@H]1[C@@H](OCC12CCN(CC2)C=2N=CC(=NC2)SC2=C(C(=NC=C2)C(=O)NS(=O)(=O)C2=CC=CC=C2)Cl)C